[N+](=O)([O-])C1=CC=C(C=C(CO)Br)C=C1 p-nitro-α-bromocinnamyl alcohol